4,5-didodecylimidazolium C(CCCCCCCCCCC)C=1[NH+]=CNC1CCCCCCCCCCCC